phthaloyl-aza-histidine C(C=1C(C(=O)O)=CC=CC1)(=O)NN(CC1=CNC=N1)C(=O)O